CN(C(C)=O)CC12CN(CC(CC1)N2C(=O)OC(C)(C)C)C(C2=CC=CC=C2)(C2=CC=CC=C2)C2=CC=CC=C2 tert-butyl 1-((N-methylacetamido)methyl)-3-triphenylmethyl-3,8-diazabicyclo[3.2.1]octan-8-carboxylate